C(C1=CC=CC=C1)OC=1C=C(C(=O)O)C=CC1 3-(benzyloxy)benzoic acid